CC=1C=C(C=C(C1)C)[C@]1(C[C@@H]2[C@H](N(OC2(C)C)C(C)C)[C@H](C1)C)C |r| rac-(3aR,5R,7S,7aR)-5-(3,5-dimethylphenyl)-1-isopropyl-3,3,5,7-tetra-methyloctahydrobenzo[c]isoxazole